CC1=CCC(C([C@H]1OC(C)OCC(C)OC=C)C)C (6R)-1,4,5-trimethyl-6-[1-(2-vinyloxypropyloxy)ethoxy]cyclohexene